1-((3R,4S)-1-(1-(azetidin-3-ylmethyl)azetidin-3-yl)-3-fluoropiperidin-4-yl)-3-(4-phenoxyphenyl)-1H-pyrazolo[3,4-d]pyrimidin-4-amine N1CC(C1)CN1CC(C1)N1C[C@H]([C@H](CC1)N1N=C(C=2C1=NC=NC2N)C2=CC=C(C=C2)OC2=CC=CC=C2)F